tert-butyl ((1R,5S,6s)-3-(2-(4-(4-((2,6-dioxopiperidin-3-yl)amino)phenyl)piperazin-1-yl)ethyl)-3-azabicyclo[3.1.0]hexan-6-yl)carbamate O=C1NC(CCC1NC1=CC=C(C=C1)N1CCN(CC1)CCN1C[C@@H]2C([C@@H]2C1)NC(OC(C)(C)C)=O)=O